C(C)(C)(C)OC(=O)N(C(OC(C)(C)C)=O)C(C12CC(C1)(C2)C2=CC=C(C=C2)C#N)C#N Tert-butyl (tert-butoxycarbonyl)(cyano(3-(4-cyanophenyl)bicyclo[1.1.1]pentan-1-yl)methyl)carbamate